NC1=C(C2=C(N(C([C@H](O2)C)=O)CC2=CC=CC=C2)C=C1C(F)(F)F)F (2R)-7-amino-4-benzyl-8-fluoro-2-methyl-6-(trifluoromethyl)-2H-1,4-benzoxazin-3-one